C[Si]1(NC[C@@H](CCC1)NC(=O)C1=CC2=C(N=C(S2)C2=CC=CC=C2)N1)C (R)-N-(1,1-dimethylsilazepan-4-yl)-2-phenyl-4H-pyrrolo[2,3-d]thiazole-5-carboxamide